N1=C(N=CC(=C1)C1C(C1)C1=C2C=NN(C2=C(C=C1)F)CCCOC)C1=NC=CC=N1 4-(2-([2,2'-bipyrimidin]-5-yl)cyclopropyl)-7-fluoro-1-(3-methoxypropyl)-1H-indazole